1-(2,2-difluoroethyl)-1H-pyrazol-3-amine FC(CN1N=C(C=C1)N)F